2,2'-bis(2-pyridyl)biphenyl N1=C(C=CC=C1)C1=C(C=CC=C1)C1=C(C=CC=C1)C1=NC=CC=C1